CC(C)(C)[S@](=O)N[C@H](C)C=1C=CC2=C(N(C=N2)COCC[Si](C)(C)C)C1 (S)-2-methyl-N-((R)-1-(1-((2-(trimethylsilyl)ethoxy)methyl)-1H-benzo[d]imidazol-6-yl)ethyl)propane-2-sulfinamide